2-Fluoroadenin FC1=NC(=C2NC=NC2=N1)N